8-[3-methyl-1-(2,2,2-trifluoroethyl)-1H-pyrazolo[3,4-d]pyrimidin-6-yl]-2-[2-methyl-6-(trifluoromethyl)pyrimidin-4-yl]-2,8-diazaspiro[4.5]decane CC1=NN(C2=NC(=NC=C21)N2CCC1(CCN(C1)C1=NC(=NC(=C1)C(F)(F)F)C)CC2)CC(F)(F)F